C(\C=C/C(=O)OCC=C)(=O)OCC=C diallyl maleat